BrC1=C(SC2=C1N=CN=C2Cl)C(=O)OC methyl 7-bromo-4-chlorothieno[3,2-d]pyrimidine-6-carboxylate